ethyl 2-(3-amino-4-(4-((5-fluoro-2-methoxybenzamido)methyl)phenyl)-1H-pyrazolo[4,3-c]pyridin-7-yl)pyrazolo[1,5-a]pyrimidine-6-carboxylate NC1=NNC2=C1C(=NC=C2C2=NN1C(N=CC(=C1)C(=O)OCC)=C2)C2=CC=C(C=C2)CNC(C2=C(C=CC(=C2)F)OC)=O